acetyl-2-hydroxyisopropylbenzene C(C)(=O)C=1C(=C(C=CC1)C(C)C)O